NC=1C=CC=C(N(C1)C(=O)OC(C)(C)C)C Tert-butyl 6-amino-2-methylazepine-1-carboxylate